(R)-N-((S)-1'-(5-((5-chloro-4-oxo-3,4-dihydroquinazolin-6-yl)thio)pyrazine-2-yl)-5,7-dihydrospiro[cyclopenta[b]pyridine-6,4'-piperidine]-5-yl)-2-methylpropane-2-sulfinamide ClC1=C2C(NC=NC2=CC=C1SC=1N=CC(=NC1)N1CCC2(CC1)[C@@H](C=1C(=NC=CC1)C2)N[S@](=O)C(C)(C)C)=O